CC1(CC=2C=NC(=NC2C2=C1C(=NN2)C(=O)NC=2SC=C(N2)CC(=O)N2CCC(CC2)N2CCC(CC2)C)NC)C 4,4-dimethyl-8-(methylamino)-N-{4-[2-(4-methyl-1,4'-bipiperidin-1'-yl)-2-oxoethyl]-1,3-thiazol-2-yl}-4,5-dihydro-1H-pyrazolo[4,3-H]quinazoline-3-carboxamide